N[C@@H]1CN(CC[C@H]1F)C1=NC2=C(N1CC(=O)N1CC(CC1)CS(=O)(=O)C)C=C(C(=C2)F)F 2-(2-((3r,4r)-3-amino-4-fluoropiperidin-1-yl)-5,6-difluoro-1H-benzo[d]imidazol-1-yl)-1-(3-((methylsulfonyl)methyl)pyrrolidin-1-yl)ethanone